N-hydroxycyclopentanamidine ONC(=N)C1CCCC1